C(C)(C)(C)OC(=O)N1C[C@H]2C([C@@H](C1)C2)C(NC(C)(C)C2=NC=C1N2C=CC=C1Cl)=O.C(CC(=O)C)(=O)CCC[Si](OCC)(OCC)OCC γ-acetoacetylpropyl-triethoxysilane tert-butyl-(1R,5S,6r)-6-((2-(8-chloroimidazo[1,5-a]pyridin-3-yl)propan-2-yl)carbamoyl)-3-azabicyclo[3.1.1]heptane-3-carboxylate